COC=1C=C2C3=NN(C4=CC=C(OCCCNC(OCC(C1)=C2)=O)C=C34)C3OCCCC3 4-methoxy-19-(oxan-2-yl)-8,14-dioxa-10,19,20-triazatetracyclo[13.5.2.12,6.018,21]tricosa-1(20),2,4,6(23),15,17,21-heptaen-9-one